benzyl ((1S,2S)-2-(hydroxymethyl)cycloheptyl)carbamate Methyl-(1S,2S)-2-(((benzyloxy)carbonyl)amino)cycloheptane-1-carboxylate COC(=O)[C@@H]1[C@H](CCCCC1)NC(=O)OCC1=CC=CC=C1.OC[C@@H]1[C@H](CCCCC1)NC(OCC1=CC=CC=C1)=O